3-(2,6-difluorophenyl)-8-methyl-2-methylsulfanyl-4-oxo-3,4-dihydroquinazoline FC1=C(C(=CC=C1)F)N1C(=NC2=C(C=CC=C2C1=O)C)SC